ClC1([C@H]([C@@H]1C1=C(C(=C(C=C1)F)Cl)F)C(=O)O)Cl trans-2,2-dichloro-3-(3-chloro-2,4-difluorophenyl)cyclopropane-1-carboxylic acid